[6-(3-cyclopropyl-1H-1,2,4-triazol-5-yl)-2-azaspiro[3.3]heptan-2-yl]-[6-[[4-(trifluoromethyl)-1H-imidazol-2-yl]methyl]-2-azaspiro[3.3]heptan-2-yl]methanone C1(CC1)C1=NNC(=N1)C1CC2(CN(C2)C(=O)N2CC3(C2)CC(C3)CC=3NC=C(N3)C(F)(F)F)C1